(Z)-1-(2-fluoro-4-(1-(4-(trifluoromethyl)phenyl)-1H-1,2,4-triazol-3-yl)phenyl)-3-(4-oxo-3-(quinolin-5-yl)thiazolidine-2-ylidene)urea FC1=C(C=CC(=C1)C1=NN(C=N1)C1=CC=C(C=C1)C(F)(F)F)NC(=O)\N=C\1/SCC(N1C1=C2C=CC=NC2=CC=C1)=O